C(C)OC(=O)[C@H]1[C@@H](C(=C(C(=C1C)C)CC)C)C(=O)OCC trans-diethyl-4-ethyl-3,5,6-trimethylcyclohexa-3,5-diene-1,2-dicarboxylate